p-tert-butyl-methoxybenzene trifluoride [F-].[F-].[F-].C(C)(C)(C)C1=CC=C(C=C1)OC